C(C(\C=C/CCC)C(=O)O)C(=O)O cis-3-heptene-1,2-dicarboxylic acid